N-(1-(3-cyano-9-ethyl-6,6-dimethyl-11-oxo-6,11-dihydro-5H-benzo[b]carbazol-8-yl)piperidin-4-yl)-2-((2-(2,6-dioxopiperidin-3-yl)-1-oxoisoindolin-4-yl)amino)acetamide C(#N)C1=CC=C2C=3C(C4=C(C(C3NC2=C1)(C)C)C=C(C(=C4)CC)N4CCC(CC4)NC(CNC4=C1CN(C(C1=CC=C4)=O)C4C(NC(CC4)=O)=O)=O)=O